C(CCCCCCCCCCCC)C(=C)CCCCCCF tridecyl-fluorohexyl-ethylene